2-(4-chloro-2-(trifluoromethyl)benzyl)-1-(2-fluoroethyl)-1H-indole-5-carboxylic acid methyl ester COC(=O)C=1C=C2C=C(N(C2=CC1)CCF)CC1=C(C=C(C=C1)Cl)C(F)(F)F